CNC(C1=NC(=C(C=C1)N1CCN(CC1)CC1=COC(=C1)NC(=O)NC)C)=O N,6-dimethyl-5-(4-((5-(3-methylureido)furan-3-yl)methyl)piperazin-1-yl)picolinamide